The molecule is a pyrrolizine alkaloid that is erucifoline in which the primary hydroxy hydrogen has been replaced by an acetyl group. It has a role as a Jacobaea metabolite. It is an epoxide, a macrocyclic lactone, an olefinic compound, an organic heteropentacyclic compound, a pyrrolizine alkaloid, a tertiary amino compound and an acetate ester. It derives from an erucifoline. C/C=C\\1/C[C@@]2([C@@](O2)(C(=O)OCC3=CCN4[C@H]3[C@@H](CC4)OC1=O)C)COC(=O)C